N(=C=O)CC1C2CCC(C1)C2 5-isocyanatomethyl-bicyclo[2.2.1]-heptane